(2S,5R)-5-isopropylpyrrolidine-2-carboxylic acid methyl ester COC(=O)[C@H]1N[C@H](CC1)C(C)C